ClC=1C=C2C(=CNC2=CC1)CCN(C(C)C)C(C)C [2-(5-chloro-1H-indol-3-yl)ethyl]bis(propan-2-yl)amine